N-(4-bromo-2-iodophenyl)-3-(4-(trifluoromethyl)phenyl)thiopropionamide BrC1=CC(=C(C=C1)NC(CCC1=CC=C(C=C1)C(F)(F)F)=S)I